N[C@@H](CCC(=O)OC(C)(C)C)C(=O)OCC1=CC=CC=C1 1-Benzyl 5-(tert-butyl) L-glutamate